ClC1=CC=C(C=C1)C1=C(CCC(C1)(C)C)CN1CCN(CC1)C(=O)C=1C=C2CN(C(C2=CC1)=O)C1C(NC(CC1)=O)=O 3-(5-(4-((4'-chloro-5,5-dimethyl-3,4,5,6-tetrahydro-[1,1'-biphenyl]-2-yl)methyl)piperazine-1-carbonyl)-1-oxoisoindolin-2-yl)piperidine-2,6-dione